CN(S(=O)(=O)NC=1C(=C(C=CC1)CN1C(OC2=C(C1)C=CC(=C2)OC=2N=NC=CC2)=O)F)C 3-{[3-(dimethylaminosulfonylamino)-2-fluorophenyl]methyl}-7-(3-pyridazinyloxy)-3,4-dihydro-2H-1,3-benzoxazin-2-one